ClC1=C(C[C@]2(CCC[C@H]2C1)C)C=O (3aR,7aS)-6-chloro-3a-methyl-2,3,3a,4,7,7a-hexahydro-1H-indene-5-carbaldehyde